C(C)(C)(C)OC(=O)N1CC=2N(CC1)N=CC2C(=O)N(C)CC2=CC=C(C(=O)O)C=C2 4-[(1-{5-[(tert-butoxy)carbonyl]-4H,5H,6H,7H-pyrazolo[1,5-a]pyrazin-3-yl}-N-methylformamido)methyl]benzoic acid